(3R*,4R*)-1-Cyclohexyl-4-{[5-(2,4-difluoro-phenyl)-isoxazole-3-carbonyl]-amino}-piperidine-3-carboxylic acid (2-o-tolyl-ethyl)-amide C1(=C(C=CC=C1)CCNC(=O)[C@@H]1CN(CC[C@H]1NC(=O)C1=NOC(=C1)C1=C(C=C(C=C1)F)F)C1CCCCC1)C |o1:11,16|